6-[(5-isopropyl-4-cyclopropyl-2-methylphenyl)(2-methylpropyl)amino]pyridine-3-carboxylic Acid C(C)(C)C=1C(=CC(=C(C1)N(C1=CC=C(C=N1)C(=O)O)CC(C)C)C)C1CC1